[Sn].[Cu].[Ag].[Sn] tin silver copper tin